C(C1=CC=CC=C1)OC1CC(C1)N1C=C(C2=C1N=CN=C2N)I 7-(3-(benzyloxy)cyclobutyl)-5-iodo-7H-pyrrolo[2,3-d]pyrimidin-4-amine